CN1C[C@H](CCC1)C1CCN(CC1)C(=O)OC(C)(C)C tert-butyl (R)-1-methyl-[3,4'-bipiperidine]-1'-carboxylate